1,4,7,10-Tetraazacyclododecane-N,N',N'',N'''-tetraacetic Acid C1CN(CCN(CCN(CCN1CC(=O)O)CC(=O)O)CC(=O)O)CC(=O)O